C(CCCC)(N)N.C(CCCCCCCCCCC(=O)O)(=O)O dodecandioic acid-pentanediamine salt